tert-butyl(dimethyl){[(3S,5Z)-oct-5-en-1-yn-3-yl]oxy}silane C(C)(C)(C)[Si](O[C@H](C#C)C\C=C/CC)(C)C